NC=1C=2N(C3=CC(=CC=C3N1)C(=O)N([C@@H]1COC3=C1C=CC(=C3)C(F)(F)F)C)C=NN2 (S)-4-amino-N-methyl-N-(6-(trifluoromethyl)-2,3-dihydrobenzofuran-3-yl)-[1,2,4]triazolo[4,3-a]quinoxaline-8-carboxamide